OC(C(F)(F)F)(C1=CC=CC=C1)C1=CC(=C(C=C1OC)N=CN(C)C(C)C)C N'-[4-(1-hydroxy-1-phenyl-2,2,2-trifluoroethyl)-2-methyl-5-methoxyphenyl]-N-isopropyl-N-methylmethanimidamide